N-methyl-N'-decylurea CNC(=O)NCCCCCCCCCC